BrC=1C(=NN2C1COCC(C2)(O)C)C2=NC=C(C=C2)F 3-Bromo-2-(5-fluoropyridin-2-yl)-7-methyl-7,8-dihydro-4H,6H-pyrazolo[5,1-c][1,4]oxazepin-7-ol